1,1,2,2-Tetraphenyl-1,2-ethanediol C1(=CC=CC=C1)C(C(O)(C1=CC=CC=C1)C1=CC=CC=C1)(O)C1=CC=CC=C1